methyl (E)-3-(2-((4-(2-(4-chloro-2-fluorophenyl)-2-methylbenzo[d][1,3]dioxol-4-yl)piperidin-1-yl)methyl)-1-(((S)-oxetan-2-yl)methyl)-1H-imidazol-5-yl)acrylate ClC1=CC(=C(C=C1)C1(OC2=C(O1)C=CC=C2C2CCN(CC2)CC=2N(C(=CN2)/C=C/C(=O)OC)C[C@H]2OCC2)C)F